C1(CCCC1)C1=CC(=NN1)NC1=NC(=NC=C1)N1CC2(C1)CCCN(C2)C(=O)OC(C)(C)C tert-Butyl 2-[4-[(5-Cyclopentyl-1H-pyrazol-3-yl)amino]pyrimidin-2-yl]-2,8-diazaspiro[3.5]nonane-8-carboxylate